(4-(5-(2-(3,3-difluoropiperidin-1-yl)-6-methylpyrimidin-4-yl)-1,3,4-thiadiazol-2-yl)-3-(6-azaspiro[2.5]octan-6-yl)phenyl)-2-hydroxyethane-1-sulfonamide FC1(CN(CCC1)C1=NC(=CC(=N1)C1=NN=C(S1)C1=C(C=C(C=C1)C(CO)S(=O)(=O)N)N1CCC2(CC2)CC1)C)F